N-(2,5-Dimethylhex-5-en-3-yn-2-yl)-N-(methoxymethyl)-4-methylbenzenesulfonamide CC(C)(C#CC(=C)C)N(S(=O)(=O)C1=CC=C(C=C1)C)COC